ethyl 2-(5-(2-(dimethylamino)ethyl)-2-oxo-4-(trifluoromethyl)pyridin-1(2H)-yl)pentanoate CN(CCC=1C(=CC(N(C1)C(C(=O)OCC)CCC)=O)C(F)(F)F)C